C(C=C)C1(CNC[C@H](OC1)C(=O)N[C@@H](CC1=CC=C(C=C1)C=1C=CC2=C(N(C(O2)=O)C)C1)C#N)O (2S)-6-allyl-N-((S)-1-cyano-2-(4-(3-methyl-2-oxo-2,3-dihydrobenzo[d]oxazol-5-yl)phenyl)ethyl)-6-hydroxy-1,4-oxazepane-2-carboxamide